C(C)(C)(C)OC(=O)N1CC(C1)C1=CC=C(C=C1)C1=CC(=NN1)C(F)(F)F 3-[4-[3-(trifluoromethyl)-1H-pyrazol-5-yl]phenyl]azetidine-1-carboxylic acid tert-butyl ester